C(C)OC(=O)N[C@H]1CN(CC1)C(=O)OC(C)(C)C Tert-butyl (R)-3-((ethoxycarbonyl)amino)pyrrolidine-1-carboxylate